C1(CC1)C1=C(C(=NO1)C1=C(C=CC=C1Cl)Cl)COC1C[C@H]2CC[C@@H](C1)N2C2=NC(=NO2)C=2C=CC(=C(C(=O)O)C2)C 5-((1r,3r,5s)-(3-((5-cyclopropyl-3-(2,6-dichlorophenyl)isoxazol-4-yl)methoxy)-8-azabicyclo[3.2.1]octan-8-yl)-1,2,4-oxadiazol-3-yl)-2-methylbenzoic acid